C1(=CC=CC=C1)NC1=CC=C(C=C1)NC1=CC=CC=C1 diphenyl-1,4-phenylenediamine